(3S)-N-((3-chloro-2,4-difluorophenyl)(4-fluoro-3-(trifluoromethyl)phenyl)methyl)-5-oxopyrrolidine-3-carboxamide ClC=1C(=C(C=CC1F)C(NC(=O)[C@@H]1CNC(C1)=O)C1=CC(=C(C=C1)F)C(F)(F)F)F